1,2-di-(12Z-octadecenoyl)-sn-glycero-3-phosphocholine CCCCC/C=C\CCCCCCCCCCC(=O)OC[C@H](COP(=O)([O-])OCC[N+](C)(C)C)OC(=O)CCCCCCCCCC/C=C\CCCCC